4-chloro-2-(2-(difluoromethoxy)-7-methylquinoxalin-5-yl)-5-fluorobenzo[d]thiazol-6-ol ClC1=C(C(=CC2=C1N=C(S2)C2=C1N=CC(=NC1=CC(=C2)C)OC(F)F)O)F